C(C)N(CCCNC1=CC=C(C=C1)NC1=CC(=NN1)C1=CC=C(S1)C#N)CC 5-(5-(4-(3-(diethylamino)propylamino)phenylamino)-1H-pyrazol-3-yl)thiophene-2-carbonitrile